(2S,4R)-N-(6-bromopyridin-2-yl)-4-cyanopyrrolidine-2-carboxamide BrC1=CC=CC(=N1)NC(=O)[C@H]1NC[C@@H](C1)C#N